N-[(1S)-2,2-dicyclopropyl-1-[[1-[1-[3-(cyclopropylmethyl)-triazol-4-yl]ethyl]-pyrazol-4-yl]carbamoyl]ethyl]-2-iso-propyl-pyrazole-3-carboxamide C1(CC1)C([C@@H](C(NC=1C=NN(C1)C(C)C=1N(N=NC1)CC1CC1)=O)NC(=O)C=1N(N=CC1)C(C)C)C1CC1